[4-[(E)-1,2-difluoro-2-phenyl-vinyl]-2-pyridyl]methanamine F\C(=C(/C1=CC=CC=C1)\F)\C1=CC(=NC=C1)CN